C1(=CC=CC=C1)C1=NC(=NC(=N1)C1=CC=CC=C1)C=1C=C(C=CC1)C1=CC(=CC=C1)B1OC(C(O1)(C)C)(C)C 2,4-Diphenyl-6-[3'-(4,4,5,5-tetramethyl-1,3,2-dioxaborolan-2-yl)[1,1'-biphenyl]-3-yl]-1,3,5-triazin